N-((2S,3S)-2-((3'-fluoro[biphenyl]-3-yl)methyl)pyrrolidin-3-yl)ethanesulfonamide FC=1C=C(C=CC1)C1=CC(=CC=C1)C[C@@H]1NCC[C@@H]1NS(=O)(=O)CC